C(C)(=O)OC1=CC=C(C=C1)COC1=C(C(=NC2=CC(=C(C=C12)Cl)OC)C)C1=CC=C(C=C1)OC1=CC=C(C=C1)OC(F)(F)F 4-((6-chloro-7-methoxy-2-methyl-3-(4-(4-(trifluorometh-oxy)phenoxy)phenyl)quinolin-4-yloxy)methyl)phenyl acetate